COC1=CC=C(C=C1)/C=C/C(=O)OC[C@@H](CCCC)CC |r| (RS)-2-Ethylhexyl (2E)-3-(4-methoxyphenyl)propenoate